6-Chloro-2-[2-methyl-4-(4-piperidylsulfonyl)anilino]-8-spiro[2.4]heptan-7-yl-pyrido[2,3-d]pyrimidin-7-one ClC1=CC2=C(N=C(N=C2)NC2=C(C=C(C=C2)S(=O)(=O)C2CCNCC2)C)N(C1=O)C1CCCC12CC2